NCCNCCNCCN N-(2-(2-aminoethylamino)ethyl)ethane-1,2-diamine